CC1=C(C(=CC=C1)C)NC(C=C)=O N-(2,6-dimethylphenyl)acryl-amide